ClP(OCCOP(Cl)Cl)Cl 1,2-Bis((dichlorophosphino)oxy)ethane